6-bromo-2-(4-fluorophenoxymethyl)imidazo[1,2-a]pyrimidine BrC=1C=NC=2N(C1)C=C(N2)COC2=CC=C(C=C2)F